O=C1[C@H](C2SCC(=C(N12)C(=O)O)CSC1=CC=CC=C1)NC(CC=1C=NC=CC1)=O (7R)-8-oxo-3-((phenylthio)methyl)-7-(2-(pyridin-3-yl)acetamido)-5-thia-1-azabicyclo[4.2.0]oct-2-ene-2-carboxylic acid